1-bromo-6-methyl-2-(1-methyl-1H-pyrazol-4-yl)-3-(phenylsulfonyl)-1'-(pyrimidin-4-yl)-3,6-dihydro-7H-spiro[dipyrrolo[2,3-b:3',2'-d]pyridine-8,4'-piperidin]-7-one BrC1=C(N(C2=NC=C3C(=C21)C2(CCN(CC2)C2=NC=NC=C2)C(N3C)=O)S(=O)(=O)C3=CC=CC=C3)C=3C=NN(C3)C